ClC1=C(C=C(C=C1)F)C1=C(C=NN1C1CC2(CN(C2)C(=O)C2=C(C=CC(=C2)O)F)C1)C {6-[5-(2-chloro-5-fluorophenyl)-4-methyl-1-pyrazolyl]-2-aza-2-spiro[3.3]heptyl}(2-fluoro-5-hydroxyphenyl)methanone